ethyl (2S)-2-[[(2S)-2-(tert-butoxycarbonylamino)-4-(5-nitro-1-phenyl-benzimidazol-2-yl)butanoyl]amino]-4-methyl-pentanoate C(C)(C)(C)OC(=O)N[C@H](C(=O)N[C@H](C(=O)OCC)CC(C)C)CCC1=NC2=C(N1C1=CC=CC=C1)C=CC(=C2)[N+](=O)[O-]